CN1C(C=CC=2N=C(N=CC21)C#N)=O 5-methyl-6-oxo-5,6-dihydropyrido[3,2-d]pyrimidine-2-carbonitrile